phytyl ethanesulfonate C(C)S(=O)(=O)OC\C=C(/C)\CCC[C@H](C)CCC[C@H](C)CCCC(C)C